C(CCCCCCC\C=C/CCCCCCCC)(=O)OC[C@H](OC(CCCCCCC\C=C/CCCCCCCC)=O)[C@@H](OC(CCCCCCC\C=C/CCCCCCCC)=O)[C@H](OC(CCCCCCC\C=C/CCCCCCCC)=O)[C@H](OC(CCCCCCC\C=C/CCCCCCCC)=O)COC(CCCCCCC\C=C/CCCCCCCC)=O sorbitol hexaoleat